(1R,2S,4R)-2-Fluoro-N4-(imidazo[1,2-a]pyridin-8-ylmethyl)-N1-((2-(pyridin-3-yl)thiazol-5-yl)methyl)cyclohexane-1,4-diamine F[C@@H]1[C@@H](CC[C@H](C1)NCC=1C=2N(C=CC1)C=CN2)NCC2=CN=C(S2)C=2C=NC=CC2